[Ca+2].C1(CCCCC1)(C(=O)[O-])C(=O)[O-] cyclohexanedicarboxylic acid, calcium salt